C1(CC1)C(=O)N1[C@H]([C@@H]([C@@H](C1)OC1=NC=CC=C1)O)C#C Cyclopropyl((2S,3S,4R)-2-ethynyl-3-hydroxy-4-(pyridin-2-yloxy)pyrrolidin-1-yl)methanone